FC1=CC=C(C=C1)NC(=O)C1(CC1)C(=O)NC1=CC=C(C=C1)OC1=CC=NC2=CC(=CC=C12)C=1C=C2C(=NC1)NN=C2 1-N'-(4-fluorophenyl)-1-N-[4-[7-(1H-pyrazolo[3,4-b]pyridin-5-yl)quinolin-4-yl]oxyphenyl]cyclopropane-1,1-dicarboxamide